S(=O)(=O)(C)C=1C=C(C(OC)=CC1)NCC#CC1=CC(=C2C=CN(C2=C1)CC(F)(F)F)NC1CCN(CC1)CC(=O)N (4-{6-[3-(4-mesyl-2-anisidino)-1-propynyl]-1-(2,2,2-trifluoroethyl)-4-indolylamino}-1-piperidyl)acetamide